(M)-4-[(2S,5R)-2,5-dimethyl-4-prop-2-enoyl-piperazin-1-yl]-6-fluoro-7-[2-(hydroxy-methyl)phenyl]-1-(2-isopropyl-4-methyl-3-pyridyl)pyrido[2,3-d]pyrimidin-2-one C[C@@H]1N(C[C@H](N(C1)C(C=C)=O)C)C=1C2=C(N(C(N1)=O)C=1C(=NC=CC1C)C(C)C)N=C(C(=C2)F)C2=C(C=CC=C2)CO